2,3,4,5-tetrabromocumene BrC1=C(C=C(C(=C1Br)Br)Br)C(C)C